2-bromo-N-(3-fluorophenyl)acetamide BrCC(=O)NC1=CC(=CC=C1)F